C(C)(C)(C)OC(=O)N1N=C(C2=NC=C(C=C21)OC)C2=C1CCCC1=CC=C2 (2,3-dihydro-1H-inden-4-yl)-6-methoxy-1H-pyrazolo[4,3-b]pyridine-1-carboxylic acid tert-butyl ester